[Cr].[Fe].[Na] sodium iron-chromium